BrC=1C=C2[C@@H]([C@@]3([C@@H](N(C2=CC1)S(=O)(=O)CC1=CC=CC=C1)C1=CC=CC=C1)C(=NN(C3=O)C3=CC=CC=C3)C)C=C (2'S,4R,4'S)-6'-bromo-3-methyl-1,2'-diphenyl-1'-toluenesulfonyl-4'-vinyl-1',4'-dihydro-2'H-spiro[pyrazole-4,3'-quinolin]-5(1H)-one